OCCOC(=O)C=1C2=C(OC1C)C1=CC=CC=C1C(=C2)NS(=O)(=O)C=2C=CC=C1C=CC=NC21 2-methyl-5-(quinoline-8-sulfonylamino)naphtho[1,2-b]furan-3-carboxylic acid 2-hydroxyethyl ester